O=C1C(=C(C=NN1)OC[C@@H](C)OCCC(=O)N1CCN(CC1)C1=CC=C(C=N1)C#N)C(F)(F)F 6-[4-(3-[[(2R)-1-[[6-Oxo-5-(trifluoromethyl)-1,6-dihydropyridazin-4-yl]oxy]propan-2-yl]oxy]propanoyl)piperazin-1-yl]pyridine-3-carbonitrile